rac-(1S,2S)-2-(1-(4-methoxybenzyl)-1H-pyrazol-4-yl)cyclopropane-1-carboxylic acid ethyl ester C(C)OC(=O)[C@@H]1[C@H](C1)C=1C=NN(C1)CC1=CC=C(C=C1)OC |r|